N-[1-{3-(1-methylvinyl)-phenyl}-1-methylethyl]carbamic acid 1,3-dimethyl-3-(t-pentylperoxy)butyl-methacrylate CC(CC(C)(OOC(C)(C)CC)C)OC(C(=C)C)=O.CC(=C)C=1C=C(C=CC1)C(C)(C)NC(O)=O